C(C)C(COC=1C=CC(=C(C1)O)C1=NC(=NC(=N1)C1=C(C=C(C=C1)OCC(CCCC)CC)O)C1=CC=C(C=C1)OC)CCCC 5,5'-bis(2-ethylhexyloxy)-2,2'-[6-(4-methoxyphenyl)-1,3,5-triazine-2,4-diyl]diphenol